2-(methyl-((1-(thiazol-4-ylmethyl)-1H-1,2,3-triazol-4-yl)methyl)amino)-6-(methylsulfonyl)-8-nitro-4H-benzo[e][1,3]thiazin-4-one CN(C=1SC2=C(C(N1)=O)C=C(C=C2[N+](=O)[O-])S(=O)(=O)C)CC=2N=NN(C2)CC=2N=CSC2